COC(=O)C1=CC(=C2C3=C(NC2=C1)N=C(N=C3N[C@@H]3CC[C@H](CC3)N3CCOCC3)C3=CC(=CC=C3)[N+](=O)[O-])C methyl-4-((trans-4-morpholinocyclohexyl)amino)-2-(3-nitrophenyl)-9H-pyrimido[4,5-b]indole-7-carboxylic acid methyl ester